FC(C=1C=C(C=CC1)C1=CC(=CS1)C(=O)Cl)(F)F 5-(3-(trifluoromethyl)phenyl)thiophene-3-carbonyl chloride